C(C)C1=C(C=C(C=C1)C1(CCC(CC1)N1C(C2=CC=CC(=C2C1)C)=O)C(=O)N)OC (4-Ethyl-3-methoxyphenyl)-4-(4-methyl-1-oxoisoindolin-2-yl)cyclohexane-1-carboxamide